4-cyclopropyl-2,6-dimethyl-aniline C1(CC1)C1=CC(=C(N)C(=C1)C)C